C(#N)C1=CC=C(C=C1)NC(=O)NC(CC(=O)O)C1=CC2=CC=CC=C2C=C1 3-{[(4-cyanophenyl)carbamoyl]amino}-3-(naphthalen-2-yl)propionic acid